Cl.NCCN1C(NC2=C(C1=O)C=C(C=N2)/C=C/C(=O)N(CC=2OC1=C(C2C)C=CC=C1)C)=O (E)-3-(3-(2-aminoethyl)-2,4-dioxo-1,2,3,4-tetrahydropyrido[2,3-d]pyrimidin-6-yl)-N-methyl-N-((3-methylbenzofuran-2-yl)methyl)acrylamide hydrochloride